[5-(4-aminocinnolin-7-yl)-2-propan-2-yloxy-4-pyrazol-1-ylphenyl]boronic acid formic acid salt C(=O)O.NC1=CN=NC2=CC(=CC=C12)C=1C(=CC(=C(C1)B(O)O)OC(C)C)N1N=CC=C1